FC1=CC=C(NC2=NN(C3=C2C=NC(=C3)C(=O)N3CC2CCC(C3)O2)CC(F)(F)F)C=C1 [3-(4-fluoroanilino)-1-(2,2,2-trifluoroethyl)pyrazolo[4,3-c]pyridin-6-yl]-(8-oxa-3-azabicyclo[3.2.1]octan-3-yl)methanone